N(C)CC(=O)O.N1CCC(CC1)C(=O)O piperidine-4-carboxylic acid-sarcosine salt